FC(C1=C2CNCC2=CC=C1)(F)F 4-(trifluoromethyl)isoindolin